ClC1=NC(=C2C(=N1)N(N=C2)[C@H]2[C@@H]([C@@H]([C@H](O2)[C@@H](C)OCP(O)(O)=O)O)O)NCC2=C(C=CC=C2)Cl (((R)-1-((2S,3S,4R,5R)-5-(6-chloro-4-((2-chlorobenzyl)amino)-1H-pyrazolo[3,4-d]pyrimidin-1-yl)-3,4-dihydroxytetrahydrofuran-2-yl)ethoxy)methyl)phosphonic acid